O=C1N(C(CCC1C1=C(C=C(C=C1F)N1CC(C1)NC(OC(C)(C)C)=O)F)=O)COCC[Si](C)(C)C tert-butyl (1-(4-(2,6-dioxo-1-((2-(trimethylsilyl) ethoxy)methyl)piperidin-3-yl)-3,5-difluorophenyl)azetidin-3-yl)carbamate